1-(5-formyl-pyrimidin-2-yl)-1H-pyrazole-4-carbonitrile C(=O)C=1C=NC(=NC1)N1N=CC(=C1)C#N